1-[3-[2-(3-hydroxypropyl)-5-methyl-pyrazol-3-yl]-1H-1,2,4-triazol-5-yl]-6-methyl-imidazo[1,5-a]pyrazine-3-carboxamide OCCCN1N=C(C=C1C1=NNC(=N1)C=1N=C(N2C1C=NC(=C2)C)C(=O)N)C